N-(tert-butoxycarbonyl)-D-leucine C(C)(C)(C)OC(=O)N[C@H](CC(C)C)C(=O)O